(5-((2-(4-(4-methylpiperazin-1-yl)phenyl)-2-oxoethyl)thio)-1H-tetrazol-1-yl)benzoic acid CN1CCN(CC1)C1=CC=C(C=C1)C(CSC1=NN=NN1C1=C(C(=O)O)C=CC=C1)=O